SC1=NC=2C=CC=CC2C=2N1N=C(C2)CNC(C2=C(C=CC=C2)OC)=O N-((5-mercaptopyrazolo[1,5-c]quinazolin-2-yl)methyl)-2-methoxybenzamide